C1(=CC=CC=C1)C1=NC=CC(=C1)C1=NNC(=N1)C1N(CCC1)C#N (3-(2-Phenylpyridin-4-yl)-1H-1,2,4-triazol-5-yl)pyrrolidine-1-carbonitrile